phenyl-2,4,6-trimethylbenzoylphosphinate Lithium [Li+].C1(=CC=CC=C1)P([O-])(=O)C(C1=C(C=C(C=C1C)C)C)=O